((R)-2-(2-Chlorophenyl)pyrrolidin-1-yl)-3-fluoro-N-((R,E)-4-(methylsulfonyl)but-3-en-2-yl)benzamide ClC1=C(C=CC=C1)[C@@H]1N(CCC1)C1=C(C(=O)N[C@H](C)\C=C\S(=O)(=O)C)C=CC=C1F